C(C)OC(CC=1OC(=NN1)C=1C=C2C=NC(=NC2=CC1)NC1CC2=CC=CC=C2C1)=O 2-(5-(2-((2,3-dihydro-1H-inden-2-yl)amino)quinazolin-6-yl)-1,3,4-oxadiazol-2-yl)acetic acid ethyl ester